O[C@@]1([C@@H](CC[C@H](C1)C)C(C)C)C(=O)NCCC1=C(C(=O)O)C=CC=C1 2-(2-((1s,2s,5r)-1-hydroxy-2-isopropyl-5-methylcyclohexane-1-carboxamido)ethyl)benzoic acid